2-(((3S,4R)-3-hydroxytetrahydro-2H-pyran-4-yl)amino)-5-methoxy-7-(1,1,1-trifluoropropan-2-yl)pyrrolo[2,1-f][1,2,4]triazine-6-carbonitrile O[C@@H]1COCC[C@H]1NC1=NN2C(C=N1)=C(C(=C2C(C(F)(F)F)C)C#N)OC